BrC1=CC(=C(C(=C1)NC(C)C)C(C)=O)Cl (4-bromo-2-chloro-6-(isopropylamino)phenyl)ethan-1-one